6-{4-[5-fluoro-3-(1,3-thiazol-4-yl)pyridin-2-yl]piperazin-1-yl}-2-azaspiro[3.4]octane-2-carboxylic acid ethyl ester C(C)OC(=O)N1CC2(C1)CC(CC2)N2CCN(CC2)C2=NC=C(C=C2C=2N=CSC2)F